FC=1C=C(C=CC1)C#CC=1C=C2CCCC2=CC1 5-((3-fluorophenyl)ethynyl)-2,3-dihydro-1H-inden